C12C(CC(C=C1)C2)CCCCN2CCCCC2 1-(4-(bicyclo[2.2.1]hept-5-en-2-yl)butyl)piperidine